4-[4-(5-Chloropyridin-2-yl)-4-cyanocyclohexyl]-1,4-diazepan-1-carboxylic acid ethyl ester C(C)OC(=O)N1CCN(CCC1)C1CCC(CC1)(C#N)C1=NC=C(C=C1)Cl